C(CCCCCCC\C=C/CCCCCCCC)OS(=O)(=O)[O-] Oleylsulfat